BrC1=C(C=C(C=C1)OC1=NC(=CC=C1)C)CO (2-Bromo-5-((6-methylpyridin-2-yl)oxy)phenyl)methanol